ON=C(C(C)P(O)(=O)CCCCCCCCCC)C (3-(hydroxyimino)butan-2-yl)(n-decyl)phosphinic acid